octane-1-on-2-imine C(C(CCCCCC)=N)=O